N-(2,4-Dichloro-5-(4-(chlorofluoromethyl)-3-methyl-5-oxo-4,5-dihydro-1H-1,2,4-triazol-1-yl)phenyl)methanesulfonamide ClC1=C(C=C(C(=C1)Cl)N1N=C(N(C1=O)C(F)Cl)C)NS(=O)(=O)C